O1NCOCC=C1 2,3-dihydro-5H-1,4,2-dioxaazepin